C1(CC1)C=1C=2C=C(NC2C(N(C1)C1=NC(=CC(=C1)C1=C(C=C(C=C1)F)C=1N(C=CN1)C)C1CC1)=O)CNC1(CCC1)CO 4-cyclopropyl-6-{6-cyclopropyl-4-[4-fluoro-2-(1-methyl-2-imidazolyl)phenyl]-2-pyridyl}-2-{[1-(hydroxymethyl)cyclobutylamino]methyl}-1,6-dihydro-1,6-diaza-7-indenone